C1(=CC=CC=2CCCCC12)N 5,6,7,8-Tetrahydronaphthalen-1-amine